C(CC=C(C(=O)O)C)C=C(C(=O)O)C.C(C(=C)C)(=O)O.C(C(=C)C)(=O)O.C(CO)O ethylene glycol dimethacrylate (Ethylenedimethacrylate)